ClC=1C(=NC=CC1C(F)(F)F)N 3-chloro-4-(trifluoromethyl)pyridin-2-amine